BrC=1C=CC(=NC1)[C@@H](C(F)(F)F)N(C(=O)C1CCS(CC1)(=O)=O)C N-[(1S)-1-(5-bromo-2-pyridyl)-2,2,2-trifluoro-ethyl]-N-methyl-1,1-dioxo-thiane-4-carboxamide